iodo-2'H,4'H-spiro[cyclobutane-1,3'-pyrido[3,2-b][1,4]oxazine] IC1C2(NC3=C(O1)C=CC=N3)CCC2